5-((1-(4-((1-(tert-Butyl)azetidin-3-yl)oxy)phenyl)-1H-imidazol-4-yl)amino)pyrazine-2-carbonitrile C(C)(C)(C)N1CC(C1)OC1=CC=C(C=C1)N1C=NC(=C1)NC=1N=CC(=NC1)C#N